3'-thiacytidine [C@@H]1([C@H](O)S(O)[C@@H](CO)O1)N1C(=O)N=C(N)C=C1